FC1=C(OC2CCN(CC2)C2=C(C=C(C=C2)S(=O)(=O)C)C2=C(C(=NN2CCF)OC)C(=O)N)C=CC(=C1)OC (2-(4-(2-fluoro-4-methoxyphenoxy)piperidin-1-yl)-5-(methylsulfonyl)phenyl)-1-(2-fluoroethyl)-3-methoxy-1H-pyrazole-4-carboxamide